Lithio 2-(4-bromo-2-fluorophenyl)-7-(4-methylphenyl)pyrazolo[1,5-a]pyrimidine-5-carboxylate BrC1=CC(=C(C=C1)C1=NN2C(N=C(C=C2C2=CC=C(C=C2)C)C(=O)O[Li])=C1)F